indium-strontium [Sr].[In]